3-(5-(((1S,2R)-3,3-difluoro-2-(3-(1-((1-methylcyclobut-yl)sulfonyl)piperidin-4-yl)-azetidin-1-yl)cyclohexyl)-oxy)-1-oxoisoindolin-2-yl)-piperidine-2,6-dione FC1([C@@H]([C@H](CCC1)OC=1C=C2CN(C(C2=CC1)=O)C1C(NC(CC1)=O)=O)N1CC(C1)C1CCN(CC1)S(=O)(=O)C1(CCC1)C)F